CN1C=[N+](C=C1)CCCCCCCCC 1-Methyl-3-nonylimidazolium